2-(beta-d-glucopyranosyl)-5-methyl-1,2,3-benzimidazole CC1=CC2=C(C=C1)N=C(N2)[C@H]3[C@@H]([C@H]([C@@H]([C@H](O3)CO)O)O)O